(E)-N-(4-(1-(4-(4-(7-(2-(2,6-dioxopiperidin-3-yl)-1-oxoisoindolin-4-yl)hept-6-yn-1-yl)piperazin-1-yl)benzoyl)pyrrolidin-3-yl)butyl)-3-(6-fluoropyridin-3-yl)acrylamide O=C1NC(CCC1N1C(C2=CC=CC(=C2C1)C#CCCCCCN1CCN(CC1)C1=CC=C(C(=O)N2CC(CC2)CCCCNC(\C=C\C=2C=NC(=CC2)F)=O)C=C1)=O)=O